ClC1=CN=C(S1)S(=O)(=O)COC1=C(C(=C(C(=C1F)F)F)F)F 5-chloro-2-(((perfluorophenoxy)methyl)sulfonyl)thiazole